3-(2,2-dimethyl-2H-benzopyran-6-yl)-N-phenyl-3-phenylaminopropanamide CC1(OC2=C(C=C1)C=C(C=C2)C(CC(=O)NC2=CC=CC=C2)NC2=CC=CC=C2)C